C1(CC1)N1CCC2(CC1)C(NC1=NC=C(C=C1C2)\C=C\C(N2CC=C(CC2)CC=2SC=CN2)=O)=O (E)-1'-cyclopropyl-6-(3-oxo-3-(4-(thiazol-2-ylmethyl)-5,6-dihydropyridin-1(2H)-yl)prop-1-en-1-yl)-1H-spiro[[1,8]naphthyridine-3,4'-piperidin]-2(4H)-one